C1(=CC=CC=C1)PCC(=O)OC methyl phenylphosphinoacetate